8-(7,7-difluoro-5-azaspiro[2.4]heptan-5-yl)-6-(2,4-dimethoxypyrimidin-5-yl)-[1,2,4]triazolo[4,3-b]pyridazine FC1(CN(CC12CC2)C=2C=1N(N=C(C2)C=2C(=NC(=NC2)OC)OC)C=NN1)F